N-(5-methyl-1,3-thiazol-2-yl)propenamide CC1=CN=C(S1)NC(C=C)=O